4-(trifluoromethyl)-2-(trimethylstannyl)pyrimidine FC(C1=NC(=NC=C1)[Sn](C)(C)C)(F)F